3-(quinolin-2-ylmethoxy)benzoic acid N1=C(C=CC2=CC=CC=C12)COC=1C=C(C(=O)O)C=CC1